(R)-N-(4-(7-amino-5-azaspiro[2.4]heptan-5-yl)-2-(1-methylcyclopropyl)-2H-indazol-5-yl)-1-(2,6-difluorophenyl)-6-oxo-1,6-dihydropyridazine-3-carboxamide N[C@H]1CN(CC12CC2)C=2C1=CN(N=C1C=CC2NC(=O)C2=NN(C(C=C2)=O)C2=C(C=CC=C2F)F)C2(CC2)C